C1=C(C=CC2=CC=CC=C12)S(=O)(=O)O.[Na] sodium 2-naphthalenesulfonic acid